2-(Benzylsulfanyl)-N'-(difluoroacetyl)-4-nitrobenzoyl-hydrazine C(C1=CC=CC=C1)SC1=C(C(=O)NNC(C(F)F)=O)C=CC(=C1)[N+](=O)[O-]